BrCC1=C(C(=O)OC)C=C(C=C1C(F)(F)F)O[Si](C)(C)C(C)(C)C Methyl 2-(bromomethyl)-5-((tert-butyldimethylsilyl)oxy)-3-(trifluoromethyl)benzoate